6-chloro-3-[[(1R)-1-[2-(2,6-difluorophenyl)-3,6-dimethyl-4-oxo-benzopyran-8-yl]ethyl]amino]pyridine-2-carboxylic acid tert-butyl ester C(C)(C)(C)OC(=O)C1=NC(=CC=C1N[C@H](C)C1=CC(=CC=2C(C(=C(OC21)C2=C(C=CC=C2F)F)C)=O)C)Cl